CCC(CCC)OC1=C(C(=C(C(=O)O)C(=C1)C=CC1=CC=C(C=C1)C(F)(F)F)O)CC=C(C)C 4-(hex-3-yloxy)-2-hydroxy-3-(3-methylbut-2-en-1-yl)-6-(4-(trifluoromethyl)styryl)benzoic acid